Tert-butyl 6-[(5-bromo-1-oxo-2,7-naphthyridin-2-yl)methyl]-2-(tetrahydropyran-2-yloxymethyl)indole-1-carboxylate BrC1=C2C=CN(C(C2=CN=C1)=O)CC1=CC=C2C=C(N(C2=C1)C(=O)OC(C)(C)C)COC1OCCCC1